N1=CC=C(C=C1)C1=CC=2C(=CN=CC2)S1 2-(4-pyridyl)thieno[2,3-c]pyridin